1,1-dibutylguanidine hydrochloride Cl.C(CCC)N(C(=N)N)CCCC